C(C1=CC=CC=C1)(C1=CC=CC=C1)N(C1=NC(=C(C(N1C)=O)O)C=1SC2=C(N1)C=CC=C2)C 2-(benzhydryl(methyl)amino)-6-(benzo[d]thiazol-2-yl)-5-hydroxy-3-methylpyrimidin-4(3H)-one